C1=CC=C2C(=C1)C=CC(=C2C3=C(C=CC4=CC=CC=C43)O)O R-1,1-bi-2-naphthol